CN(C(=O)C1CC=2C(=NC=CC2)N1)C=1C=C(C=CC1)C N-Methyl-N-(m-tolyl)-2,3-dihydro-1H-pyrrolo[2,3-b]pyridine-2-carboxamide